ClC=1C=CC2=C([C@@H](C[C@@H](O2)C(=O)NC2CCC(CC2)N2N=CC(=C2)OCCCOC(F)(F)F)O)C1 (2R,4R)-6-chloro-4-hydroxy-N-[(1r,4R)-4-{4-[3-(trifluoromethoxy)propoxy]-1H-pyrazol-1-yl}cyclohexyl]-3,4-dihydro-2H-1-benzopyran-2-carboxamide